3-{2-[(piperidin-3-yl)amino]-5-(trifluoromethyl)pyrimidin-4-yl}-7-(pyridin-2-yl)-1H,4H,5H,6H,7H,8H-pyrrolo[2,3-c]azepin-8-one N1CC(CCC1)NC1=NC=C(C(=N1)C1=CNC=2C(N(CCCC21)C2=NC=CC=C2)=O)C(F)(F)F